(4-thiazolyl)alanine sodium [Na].S1C=NC(=C1)N[C@@H](C)C(=O)O